[Na+].[N+](=O)([O-])C=1C(=C(C=CC1)S(=O)(=O)[O-])[N+](=O)[O-] dinitrobenzenesulfonic acid sodium salt